F[C@@H]1CN(C[C@H]1O)C(=O)OC(C)(C)C tert-butyl (3R,4R)-3-fluoro-4-hydroxypyrrolidine-1-carboxylate